ethyl 2-(4-(1-(tert-butoxycarbonyl)pyrrolidin-2-yl)-2-fluorophenyl)-3-methylbenzo[d]imidazo[2,1-b]thiazole-7-carboxylate C(C)(C)(C)OC(=O)N1C(CCC1)C1=CC(=C(C=C1)C=1N=C2SC3=C(N2C1C)C=CC(=C3)C(=O)OCC)F